CN(C1=CC=C(C=C1)CCCCCCCCCCCCCCCC)CCCCCCCCCCCCCCCCCC N-methyl-4-hexadecyl-N-octadecyl-aniline